ClC=1C=2CCCC2C(=C2CCCC12)NC(=O)NS(=O)(=O)C=1SC(=CC1)C(C)(C)O N-(8-chloro-1,2,3,5,6,7-hexahydros-indacen-4-ylcarbamoyl)-5-(2-hydroxypropan-2-yl)thiophene-2-sulfonamide